COC(\C(=N/OC)\C1=C(C=CC=C1)C)=O (Z)-2-methyl-alpha-methoxyiminophenylacetic acid methyl ester